C(#C)C1=CC=2C(C3=CC(=CC=C3C2C=C1)C#C)(CCCCCCCC)CCCCCCCC 2,7-diethynyl-9,9-dioctyl-fluorene